NC1=CC(=NC(=C1)NC1=C(C=CC=C1)O)C(=O)N1CCN(CC1)C1=CC=CC=C1 (4-Amino-6-((2-hydroxyphenyl)amino)pyridin-2-yl)(4-phenylpiperazin-1-yl)methanone